(2S)-2-[[6-amino-9-benzyl-8-oxo-2-(propylsulfonylamino)purine-7-carbonyl]-methyl-amino]-3-phenyl-propionic acid tert-butyl ester C(C)(C)(C)OC([C@H](CC1=CC=CC=C1)N(C)C(=O)N1C(N(C2=NC(=NC(=C12)N)NS(=O)(=O)CCC)CC1=CC=CC=C1)=O)=O